BrC1=CC=C(COC2=C(C=O)C=C(C=C2)C)C=C1 2-((4-bromobenzyl)oxy)-5-methylbenzaldehyde